COC1=CC=NC2=C1C=1N(CO2)C(=CN1)C1=CC=CC=C1 10-Methoxy-3-phenyl-5H-imidazo[1,2-c]pyrido[3,2-e][1,3]oxazine